3-(2-imidazoline-1-yl)propyl-triethoxysilane N1(C=NCC1)CCC[Si](OCC)(OCC)OCC